CCCCCCCCC(CCCCCCCC)OC(CCCCCCCN(CCNC(=O)CCCC(=O)NCCN(CCCCCCCC(=O)OC(CCCCCCCC)CCCCCCCC)CCCCCC(OCCCCCCCCCCC)=O)CCCCCC(OCCCCCCCCCCC)=O)=O heptadecan-9-yl 8-[(2-{4-[(2-{[8-(heptadecan-9-yloxy)-8-oxooctyl][6-oxo-6-(undec-yloxy)hexyl]-amino}ethyl)-carbamoyl]-butanamido}-ethyl)[6-oxo-6-(undecyl-oxy)hexyl]-amino]octanoate